C(CCC)OP(OCCCC)(=O)OP(=O)([O-])[O-] Dibutylpyrophosphate